4,6-dichloro-3-[(4,4-difluoro-1-piperidinyl)sulfonyl]quinoline ClC1=C(C=NC2=CC=C(C=C12)Cl)S(=O)(=O)N1CCC(CC1)(F)F